Diisopropylfluorophosphate C(C)(C)OP(=O)(OC(C)C)F